NC1=C2N=CN(C2=NC=N1)[C@H]1[C@@H]([C@@H]([C@H](O1)COP1(OCC[C@@H](O1)C1=C(C=CC(=C1)Cl)Cl)=S)O)O (4R)-(((2R,3S,4R,5R)-5-(6-amino-9H-purin-9-yl)-3,4-dihydroxytetrahydrofuran-2-yl)methoxy)-4-(2,5-dichlorophenyl)-1,3,2-dioxaphosphorinane 2-sulfide